Tert-butyl 3-[7-chloro-8-fluoro-2-[[1-(methylsulfonylmethyl) cyclopropyl] methoxy] pyrido[4,3-d]pyrimidin-4-yl]-3,8-diazabicyclo[3.2.1]octane-8-carboxylate ClC1=C(C=2N=C(N=C(C2C=N1)N1CC2CCC(C1)N2C(=O)OC(C)(C)C)OCC2(CC2)CS(=O)(=O)C)F